8-(2-bromo-3-chlorophenyl)fluoranthene BrC1=C(C=CC=C1Cl)C=1C=C2C3=CC=CC4=CC=CC(C2=CC1)=C43